C(C)OC(C(F)C1=NC(=NC(=C1C1OCCO1)N[C@H](C)C1=C(C(=CC=C1)C(F)F)F)OC)=O 2-(6-(((R)-1-(3-(difluoromethyl)-2-fluorophenyl)ethyl)amino)-5-(1,3-dioxolan-2-yl)-2-methoxypyrimidin-4-yl)-2-fluoroacetic acid ethyl ester